2-((2S)-4-(7-(8-chloronaphthalen-1-yl)-6,8-difluoro-2-((tetrahydro-1H-pyrrolizine-7a(5H)-yl)methoxy)quinazolin-4-yl)piperazin-2-yl)acetonitrile ClC=1C=CC=C2C=CC=C(C12)C1=C(C=C2C(=NC(=NC2=C1F)OCC12CCCN2CCC1)N1C[C@@H](NCC1)CC#N)F